6-Chloro-1-(6-fluoro-3-(4-(cyclopentylcarbonyl)piperazine-1-carbonyl)benzyl)quinazoline ClC=1C=C2C=NCN(C2=CC1)CC1=CC(=CC=C1F)C(=O)N1CCN(CC1)C(=O)C1CCCC1